C1(CCCCC1)CCCCNC(=O)C=1N=C(OC1)C1C(C2CCC1O2)CC=CCCC(=O)O 6-[3-[4-[[(4-cyclohexyl-butyl)amino]carbonyl]-2-oxazolyl]-7-oxabicyclo[2.2.1]hept-2-yl]-4-hexenoic acid